O1CCNC(CC1)C(=O)[O-] [1,4]oxazepane-5-carboxylate